5-[3-(Difluoromethoxy)phenyl]-6-methoxypyridin FC(OC=1C=C(C=CC1)C=1C=CC=NC1OC)F